(19R)-3-ethyl-16-fluoro-19-methyl-20-oxa-3,4,8,9,11,23-hexaazapentacyclo[19.3.1.02,6.08,12.013,18]pentacosa-1(24),2(6),4,9,11,13,15,17,21(25),22-decaen-22-amine C(C)N1C=2C3=CN=C(C(O[C@@H](C4=CC(=CC=C4C4=NC=NN4CC2C=N1)F)C)=C3)N